indium Zirconium zinc oxide [O-2].[Zn+2].[Zr+4].[In+3]